[C@H]12COC[C@H](CC1)N2C2CCC(CC2)N2N=C(C(=C2)NC2=NC=CC=N2)OCCCOC N-(1-((1r,4r)-4-((1R,5S)-3-oxa-8-azabicyclo[3.2.1]octan-8-yl)cyclohexyl)-3-(3-methoxypropoxy)-1H-pyrazol-4-yl)pyrimidin-2-amine